tert-butyl(cyclobutylmethyl)((2-((4-(6-iodo-1-(tetrahydro-2H-pyran-2-yl)-1H-indazol-4-yl)-1H-1,2,3-triazol-1-yl)methyl)imidazo[1,2-a]pyridin-6-yl)methyl)carbamate C(C)(C)(C)OC(N(CC=1C=CC=2N(C1)C=C(N2)CN2N=NC(=C2)C2=C1C=NN(C1=CC(=C2)I)C2OCCCC2)CC2CCC2)=O